CC1=NC=CC=C1NC1=NC(=CC=C1C#N)C(C)C 2-[(2-methylpyridin-3-yl)amino]-6-prop-2-ylpyridine-3-carbonitrile